1-{[(1aR,5aR)-2-(2,4-Difluorophenyl)-1a,2,5,5a-tetrahydro-1H-2,3-diaza-cyclopropa[a]pentalene-4-carbonyl]-amino}-cyclohexanecarboxylic acid methyl ester COC(=O)C1(CCCCC1)NC(=O)C=1C=2C[C@@H]3[C@H](C2N(N1)C1=C(C=C(C=C1)F)F)C3